(Z)-N-((E)-1-aminoethylidene)-3-(4-chlorophenyl)-N'-((4-chlorophenyl)sulfonyl)-4-phenyl-5,6-dihydropyridazine-1(4H)-carboximidamide N\C(\C)=N\C(=N\S(=O)(=O)C1=CC=C(C=C1)Cl)\N1N=C(C(CC1)C1=CC=CC=C1)C1=CC=C(C=C1)Cl